2-ethylhexanol potassium [K].C(C)C(CO)CCCC